COC(NC1=CC=C2C3=CNC([C@H](COCCCC(NC2=C1)=O)NC(\C=C\C1=C(C=CC(=C1)Cl)N1N=NN=C1)=O)=N3)=O {(R)-15-[(E)-3-(5-Chloro-2-tetrazol-1-yl-phenyl)-acryloylamino]-9-oxo-13-oxa-8,17,19-triaza-tricyclo[14.2.1.02,7]nonadeca-1(18),2,4,6,16(19)-pentaen-5-yl}-carbamic Acid methyl ester